C(CCCCCCC)OCC(C)N 3-(octyloxy)propan-2-amine